S1(CCCCC1)(=O)=O 1λ6-thiane-1,1-dione